CN1C(N(C2=C1C=C(C=C2)C=2C=CC=C(C(=O)N)C2)C2CCN(CC2)C2COC2)=O 5-(3-methyl-1-(1-(oxetan-3-yl)piperidin-4-yl)-2-oxo-2,3-dihydro-1H-benzo[d]imidazol-5-yl)benzamide